2-Morpholinoethyl (S,E)-6-(4-((((9H-fluoren-9-yl)oxy)(phenyl)phosphoryl)oxy)-6-methoxy-7-methyl-3-oxo-1,3-dihydroisobenzofuran-5-yl)-4-methylhex-4-enoate C1=CC=CC=2C3=CC=CC=C3C(C12)O[P@@](=O)(C1=CC=CC=C1)OC1=C2C(OCC2=C(C(=C1C/C=C(/CCC(=O)OCCN1CCOCC1)\C)OC)C)=O